COC1=CC(=C2C(=O)C[C@H](OC2=C1)C3=CC=CC=C3)O The molecule is a monohydroxyflavanone that is (2S)-flavanone substituted by a hydroxy group at position 5 and a methoxy group at position 7 respectively. It has a role as a plant metabolite and an antidote. It is a monohydroxyflavanone and a monomethoxyflavanone. It derives from a (2S)-flavanone.